methyl-[2-(vinyloxy) ethyl] ether COCCOC=C